C(C)OP(OCC)(=O)CCCCN1C=2C=CC(=CC2C=2C1=CC=1N(C3=CC=C(C=C3C1C2)Br)CCCCP(OCC)(OCC)=O)Br tetraethyl((2,10-dibromoindolo[2,3-b]carbazole-5,7-diyl)bis(butane-4,1-diyl))bis(phosphonate)